N-(3-isopropoxy-1-(oxetan-3-yl)-1H-pyrazol-4-yl)carboxamide C(C)(C)OC1=NN(C=C1NC=O)C1COC1